FC1=CC=C(C=C1)N1CC=2C(=NC=CC2C1)C1=C(C=CC=C1)OCC(F)(F)F 2-(4-fluorophenyl)-4-[2-(2,2,2-trifluoroethoxy)phenyl]-2,3-dihydro-1H-pyrrolo[3,4-c]pyridine